CC1=CN=C(O1)C=1C=CC(=C(C1)O)C=1N=NC(=CC1)N(C1CC(NC(C1)(C)C)(C)C)C 5-(5-methyl-oxazol-2-yl)-2-{6-[methyl-(2,2,6,6-tetramethyl-piperidin-4-yl)-amino]-pyridazin-3-yl}-phenol